(5-chloro-1H-imidazol-2-yl)bis(3-chloro-4-fluorophenyl)methanol ClC1=CN=C(N1)C(O)(C1=CC(=C(C=C1)F)Cl)C1=CC(=C(C=C1)F)Cl